C(C1=CC=CC=C1)OC1=C(C=C(OC2=C(C=C(C=C2)NC(=O)C=2C(N(C=CC2OCC)C2=CC=C(C=C2)F)=O)F)C=C1)Br N-(4-(4-(benzyloxy)-3-bromophenoxy)-3-fluorophenyl)-4-ethoxy-1-(4-fluorophenyl)-2-oxo-1,2-dihydropyridine-3-carboxamide